N1C=NC2=C1C=CC=C2 Benzo[d]-1,3-diazol